C(C)OC1=CC(=NC=C1F)C(C)N1C(C2=CC(=CC(=C2CC1)C=C)CN1C(=NC=C1)N(C(OC(C)(C)C)=O)C)=O tert-butyl (1-((2-(1-(4-ethoxy-5-fluoropyridin-2-yl)ethyl)-1-oxo-5-vinyl-1,2,3,4-tetrahydroisoquinolin-7-yl)methyl)-1H-imidazol-2-yl)(methyl)carbamate